CC1=CN=C(S1)NC1=CC(=CC(=N1)N1CCC(CC1)NC(OC(C)(C)C)=O)CN1CCOCC1 tert-butyl (1-(6-((5-methylthiazol-2-yl)amino)-4-(morpholinomethyl)pyridin-2-yl)piperidin-4-yl)carbamate